ClC1=CC=C(C=C1)C1=C(CCC(C1)(C)C)CN1C2CN(C(C1)CC2)CC=2C=CC=C1CN(C(C21)=O)C2C(NC(CC2)=O)=O 3-(7-((5-((4'-chloro-5,5-dimethyl-3,4,5,6-tetrahydro-[1,1'-biphenyl]-2-yl)methyl)-2,5-diazabicyclo[2.2.2]octan-2-yl)methyl)-1-oxoisoindolin-2-yl)piperidine-2,6-dione